OC(C)(C)C=1N=CC(=NC1)N1C(O[C@]2(C1)C[C@@]1(C[C@@H]1CC2)CN2C=NC1=C2C=C(C=C1)C#N)=O 1-(((1R,3S,6S)-3'-(5-(2-Hydroxypropan-2-yl)pyrazin-2-yl)-2'-oxospiro[bicyclo[4.1.0]heptane-3,5'-oxazolidin]-1-yl)methyl)-1H-benzo[d]imidazole-6-carbonitrile